3-Bromo-1-((1-(bromomethyl)cyclopropyl)methyl)-1H-pyrazole BrC1=NN(C=C1)CC1(CC1)CBr